N-[(2,3-Difluoro-phenyl)-methyl]-2-ethylsulfanyl-4-methyl-6-morpholin-4-yl-pyridine-3-carboxylic acid amide FC1=C(C=CC=C1F)CNC(=O)C=1C(=NC(=CC1C)N1CCOCC1)SCC